pristane CC(C)CCCC(C)CCCC(C)CCCC(C)C